6-methyl-1-(oxetan-2-yl)-5,7-dihydro-4H-indazole-3-carboxylic acid ethyl ester C(C)OC(=O)C1=NN(C=2CC(CCC12)C)C1OCC1